C(=O)(O)C=1C=C(OC2=CC=C(C=C2)C(C2=CC=CC=C2)=O)C=CC1C(=O)O 4'-(3,4-dicarboxyphenoxy)benzophenone